methyl 5-((3-(trifluoromethyl)benzyl)oxy)pyrazine-2-carboxylate FC(C=1C=C(COC=2N=CC(=NC2)C(=O)OC)C=CC1)(F)F